C(#N)C1=CC=C(C=N1)C1=CC2=C(N=CN=C2N2CC3CCC(C2)N3C(=O)[O-])N1 3-(6-(6-cyanopyridin-3-yl)-7H-pyrrolo[2,3-d]pyrimidin-4-yl)-3,8-diazabicyclo[3.2.1]octane-8-carboxylate